CC1=C(C=CC(=C1)C1=NC2=CC=C(C=C2C=N1)C(F)(F)F)N1CCOC=2C(C1=O)=NN(C2)CC(=O)O 2-(7-(2-methyl-4-(6-(trifluoromethyl)quinazolin-2-yl)phenyl)-8-oxo-5,6,7,8-tetrahydro-2H-pyrazolo[3,4-f][1,4]oxazepin-2-yl)acetic acid